2-chloro-5-(4-(4-(4-oxopent-2-enoyl)piperazin-1-yl)quinazolin-6-yl)pyridine ClC1=NC=C(C=C1)C=1C=C2C(=NC=NC2=CC1)N1CCN(CC1)C(C=CC(C)=O)=O